(R)-N-((S)-1'-(8-iodoimidazo[1,2-c]pyrimidin-5-yl)-5,7-dihydrospiro[cyclopenta[b]pyridin-6,4'-piperidin]-5-yl-5-d)-2-methylpropane-2-sulfinamide IC=1C=2N(C(=NC1)N1CCC3(CC1)[C@](C=1C(=NC=CC1)C3)([2H])N[S@](=O)C(C)(C)C)C=CN2